9'-(4,4,5,5-tetramethyl-1,3,2-dioxaborolan-2-yl)-2'H-spiro[cyclopropane-1,1'-pyrazino[1,2-b]indazole]-3'(4'H)-one CC1(OB(OC1(C)C)C1=CC2=C3N(N=C2C=C1)CC(NC31CC1)=O)C